C1(=CC(=CC=C1)C(=O)N)C(=O)N 1,3-benzendicarboxamide